2-amino-2-(4'-bromo-[1,1'-biphenyl]-4-yl)acetic acid NC(C(=O)O)C1=CC=C(C=C1)C1=CC=C(C=C1)Br